ClC1=C(C=CC=C1F)C1OC[C@H]([C@H](O1)[C@@H](C[NH+]1[C@@H]([C@H]([C@@H](C1)O)O)CO)O)O (1s,2R,3R,4R)-1-((2R)-2-((4R,5R)-2-(2-chloro-3-fluorophenyl)-5-hydroxy-1,3-dioxan-4-yl)-2-hydroxyethyl)-3,4-dihydroxy-2-(hydroxymethyl)pyrrolidin-1-ium